4-(1H-imidazol-5-yl)aniline N1C=NC=C1C1=CC=C(N)C=C1